(S)-N6-(1-(2,3-dichlorophenyl)piperidin-4-yl)-N6-propyl-4,5,6,7-tetrahydrobenzo[d]thiazole-2,6-diamine hydrochloride salt Cl.ClC1=C(C=CC=C1Cl)N1CCC(CC1)N([C@@H]1CC2=C(N=C(S2)N)CC1)CCC